N-(p-toluenesulfonyl)-N'-(3-(p-toluenesulfonyloxy)phenyl)urea CC1=CC=C(C=C1)S(=O)(=O)NC(=O)NC1=CC(=CC=C1)OS(=O)(=O)C1=CC=C(C)C=C1